1-(3,5-bis(2-hydroxyethoxy)phenyl)-3-phenyl-1H-pyrrole-2,5-dione OCCOC=1C=C(C=C(C1)OCCO)N1C(C(=CC1=O)C1=CC=CC=C1)=O